CN(C=1N=C(N=NC1C1=C(C=C(C=C1)C#C)O)N[C@H]1CNCCC1)C (R)-2-(5-(dimethylamino)-3-(piperidin-3-ylamino)-1,2,4-triazin-6-yl)-5-ethynylphenol